imidazo[1,2-a]pyridin-3-yl-(4-nitrophenyl)methanol N=1C=C(N2C1C=CC=C2)C(O)C2=CC=C(C=C2)[N+](=O)[O-]